ClC1=CC=C(C=C1)C(C(=O)O)C(CC(=O)O)C1=CC=C(C=C1)Cl 2,3-bis(4-chlorophenyl)glutaric acid